1-[(2-oxo-1H-pyridin-3-yl)methyl]-6-[3-(trifluoromethyl)phenyl]-3H-imidazo[4,5-b]pyridin-2-one O=C1NC=CC=C1CN1C(NC2=NC=C(C=C21)C2=CC(=CC=C2)C(F)(F)F)=O